C(C)(C)(C)OC(=O)N1[C@@H](C[C@H](C1)O[Si](C)(C)C(C)(C)C)C(=O)O (2S,4R)-1-tert-butoxycarbonyl-4-[tert-butyl(dimethyl)silyl]oxy-pyrrolidine-2-carboxylic Acid